COCC12OCC(C1)(C2)CO [1-(methoxymethyl)-2-oxabicyclo[2.1.1]hexan-4-yl]methanol